benzyl N-[(1R,2R,3S,5S)-2-fluoro-8-azabicyclo[3.2.1]octan-3-yl]carbamate hydrochloride Cl.F[C@@H]1[C@H]2CC[C@@H](C[C@@H]1NC(OCC1=CC=CC=C1)=O)N2